C(#C)C1=C(C=C(C=C1)F)F 1-ethynyl-2,4-difluoro-benzene